methyl (2R,8aS)-2-(2,3-dichloro-6-methoxyphenyl)-5-oxo-2,3,8,8a-tetrahydro-1H-indolizine-7-carboxylate ClC1=C(C(=CC=C1Cl)OC)[C@H]1C[C@H]2CC(=CC(N2C1)=O)C(=O)OC